C(C1=CC=C(C(=O)O)C=C1)(=O)O.OCC1CCC(CC1)CO 1,4-dihydroxymethylcyclohexane terephthalate